C(C)(C)(C)OC(=O)N1CCC(=CC1)C1=C(C(=C(C=C1)C=1C=NN(C1)C1OCCCC1)F)F 4-(2,3-difluoro-4-(1-(tetrahydro-2H-pyran-2-yl)-1H-pyrazole-4-yl)phenyl)-3,6-dihydropyridine-1(2H)-carboxylic acid tert-butyl ester